C(C)(=O)N(C1=C(C=C(C=C1)C1=CC=C(C=N1)C(=O)NC=1C=NC=2N(C1)C=CN2)Cl)CC(F)F 6-[4-[acetyl(2,2-difluoroethyl)amino]-3-chloro-phenyl]-N-imidazo[1,2-a]pyrimidin-6-yl-pyridine-3-carboxamide